N1(CCCCC1)C1CCN(CC1)C(=O)N1CC2(CC(C2)NC(=O)NCC2=CC=C(C=C2)Cl)CC1 1-((2r,4s)-6-([1,4'-bipiperidine]-1'-carbonyl)-6-azaspiro[3.4]octan-2-yl)-3-(4-chlorobenzyl)urea